C(C1CO1)OCCC[Si](O)(O)O gamma-(2,3-epoxypropoxy)propyl-trihydroxysilane